(5aR,5bS,7aS,8S,10aS,10bR,12aR)-2-(4-fluorophenyl)-5a,7a-dimethyl-5,5a,5b,6,7,7a,8,9,10,10a,10b,11,12,12a-tetradecahydro-4H-cyclopenta[7,8]phenanthro[2,1-d]thiazol-8-ol FC1=CC=C(C=C1)C=1SC2=C(N1)CC[C@@]1([C@H]3CC[C@]4([C@H]([C@@H]3CC[C@H]12)CC[C@@H]4O)C)C